4-((7-methoxy-1,2,3,4-tetrahydro-5H-pyrido[3,2-b]indol-5-yl)methyl)benzenesulfonamide COC=1C=CC=2C3=C(N(C2C1)CC1=CC=C(C=C1)S(=O)(=O)N)CCCN3